10-acetyl-3,7-dihydroxyphenothiazine C(C)(=O)N1C2=CC=C(C=C2SC=2C=C(C=CC12)O)O